OC1(C(C=CC=C1)N)O 1-hydroxy-2-aminophenol